The molecule is a 2'-deoxyribonucleoside triphosphate oxoanion that is a trianion of dGTP arising from partial deprotonation of the triphosphate OH groups. It has a role as a Saccharomyces cerevisiae metabolite. It is a conjugate base of a dGTP. It is a conjugate acid of a dGTP(4-). C1[C@@H]([C@H](O[C@H]1N2C=NC3=C2N=C(NC3=O)N)COP(=O)([O-])OP(=O)([O-])OP(=O)(O)[O-])O